(R)-1-(2-(3-fluoro-4-methylphenyl)-2H-pyrazolo[3,4-d]pyrimidin-4-yl)-N-(4-(methylthio)benzyl)pyrrolidine-3-carboxamide FC=1C=C(C=CC1C)N1N=C2N=CN=C(C2=C1)N1C[C@@H](CC1)C(=O)NCC1=CC=C(C=C1)SC